6-methyl-4-[(1-methylcyclopropyl)amino]-N-(pent-3-yl)furo[2,3-d]pyrimidine-5-carboxamide CC1=C(C2=C(N=CN=C2NC2(CC2)C)O1)C(=O)NC(CC)CC